3-(4-methylpiperazine-1-carbonyl)benzoic acid [3-(3-ethyl-4-oxo-spiro[6,8-dihydro-5H-pyrazolo[4,3-c]azepin-7,4'-tetrahydropyran]-1-yl)-2,2-dimethyl-propyl] ester C(C)C1=NN(C2=C1C(NCC1(CCOCC1)C2)=O)CC(COC(C2=CC(=CC=C2)C(=O)N2CCN(CC2)C)=O)(C)C